C(C)N1C=2N(C(N=C(C2N=C1CC#N)N1[C@H](CN([C@@H](C1)C)C(C)C1=CC(=CC=C1)C(CO)(C)C)C)=O)C 2-(9-ethyl-6-((2S,5R)-4-(1-(3-(1-hydroxy-2-methylpropan-2-yl)phenyl)ethyl)-2,5-dimethylpiperazin-1-yl)-3-methyl-2-oxo-3,9-dihydro-2H-purin-8-yl)acetonitrile